(1R,2S,5S)-3-((S)-2-amino-3,3-dimethylbutyryl)-N-((5-bromopyridin-3-yl)(cyano)methyl)-6,6-dimethyl-3-azabicyclo[3.1.0]hexane-2-carboxamide formate salt C(=O)O.N[C@H](C(=O)N1[C@@H]([C@H]2C([C@H]2C1)(C)C)C(=O)NC(C#N)C=1C=NC=C(C1)Br)C(C)(C)C